FC(CN1N=C(C=2C1=NC(=NC2)N2CC1(CN(C1)C1=CC(=NC=C1)C(F)(F)F)CC2)OC)F 1-(2,2-difluoroethyl)-3-methoxy-6-(2-(2-(trifluoromethyl)pyridin-4-yl)-2,6-diazaspiro[3.4]octan-6-yl)-1H-pyrazolo[3,4-d]pyrimidine